O(C1=CC=CC=C1)C1=C2CCN(C2=CC=C1)C(=O)[C@H]1N(CCC1)C#N (S)-2-(4-phenoxyindoline-1-carbonyl)pyrrolidine-1-carbonitrile